(E)-3-(1-((4-butylphenyl)sulfonyl)-1H-indol-3-yl)-1-phenylprop-2-en-1-one C(CCC)C1=CC=C(C=C1)S(=O)(=O)N1C=C(C2=CC=CC=C12)/C=C/C(=O)C1=CC=CC=C1